2-[(4-chloro-5-phenyl-pyrrolo[2,3-d]pyrimidin-7-yl)methoxy]ethyl-trimethyl-silane ClC=1C2=C(N=CN1)N(C=C2C2=CC=CC=C2)COCC[Si](C)(C)C